CC(=O)NC1=NC2=C(C(=O)N1)NC=N2 N2-acetylguanine